1-(2-fluorophenyl)-1-(4-(4,4,5,5-tetramethyl-1,3,2-dioxaborolan-2-yl)phenyl)ethanol FC1=C(C=CC=C1)C(C)(O)C1=CC=C(C=C1)B1OC(C(O1)(C)C)(C)C